OC[C@H]1C[C@H](CN(C1)C(C1=CC=CC=C1)(C1=CC=CC=C1)C1=CC=CC=C1)N1C(NC([C@H]([C@H]1OC)I)=O)=O (1R,5S,6R)-1-[(1S,3R,5S)-5-(hydroxymethyl)-1-(triphenylmethyl)-3-piperidyl]-5-iodo-6-methoxy-hexahydropyrimidine-2,4-dione